5-Fluoro-4-(2-(5-fluoropyridin-2-yl)-5,5-dimethyl-5,6-dihydro-4H-pyrrolo[1,2-b]pyrazol-3-yl)-1-((2-(trimethylsilyl)ethoxy)methyl)-1H-pyrazolo[3,4-b]pyridine FC=1C(=C2C(=NC1)N(N=C2)COCC[Si](C)(C)C)C2=C1N(N=C2C2=NC=C(C=C2)F)CC(C1)(C)C